ClC1=C(C=CC=C1)C=1N=C(SC1)N(/N=C/C1=C(C=CC=C1)C(=O)OCCCCCC)C (E)-4-(2-chlorophenyl)-2-[1-methyl-2-(2-hexyloxyformylbenzylidene)hydrazino]thiazole